N1N=NC=C2C1=CN=N2 PYRAZOLO-TRIAZINE